2-[(1R,5S)-3-oxa-6-azabicyclo[3.1.1]hept-6-yl]quinoline-6-carbaldehyde [C@@H]12COC[C@@H](N1C1=NC3=CC=C(C=C3C=C1)C=O)C2